CC(C[C@@H](C(N[C@H](C=O)C[C@H]1C(NCC1)=O)=O)NC(O[C@@H](C(C)(C)C1=CC(=CC=C1)Cl)C1=CC=CC=C1)=O)C (R)-2-(3-Chlorophenyl)-2-methyl-1-phenylpropyl ((S)-4-methyl-1-oxo-1-(((S)-1-oxo-3-((S)-2-oxopyrrolidin-3-yl)propan-2-yl)amino)pentan-2-yl)carbamate